4-(dimethylamino)-N-(4-((2-(2-hydroxypropan-2-yl)-4-(3-(trifluoromethyl)phenoxy)phenyl)amino)-7-methoxyquinazolin-6-yl)but-2-enamide CN(CC=CC(=O)NC=1C=C2C(=NC=NC2=CC1OC)NC1=C(C=C(C=C1)OC1=CC(=CC=C1)C(F)(F)F)C(C)(C)O)C